benzothiadiazoleOne S1(N=NC2=C1C=CC=C2)=O